(3S,4S)-4-((2-iodo-1-(2,2,2-trifluoroethyl)-1H-indol-4-yl)amino)-1-methylpiperidin-3-ol IC=1N(C2=CC=CC(=C2C1)N[C@@H]1[C@H](CN(CC1)C)O)CC(F)(F)F